BrC1=C(OC=2C1=NC(=CC2I)Cl)CC2(CC2)C(=O)O (3-bromo-5-chloro-7-iodofuro[3,2-b]pyridin-2-ylmethyl)cyclopropane-1-carboxylic acid